((4-(4-((4-chloro-2-fluorobenzofuran-7-yl)methoxy)-5-fluoropyrimidin-2-yl)cyclohex-3-en-1-yl)methyl)-1-(2-methoxyethyl)-1H-thiophene ClC1=CC=C(C2=C1C=C(O2)F)COC2=NC(=NC=C2F)C2=CCC(CC2)CS2(C=CC=C2)CCOC